C(C(O)CC(=O)[O-])(=O)OC(CCC1=CC=C(C=C1)OC1[C@H](O)[C@@H](O)[C@H](O)[C@H](O1)CO)(C)C [4-(glucosyloxy) benzyl]-2-isobutyl malate